3'-ethoxy-4'-(7-oxo-6,7-dihydro-3H-[1,2,3]triazolo[4,5-d]pyrimidin-5-yl)-[1,1'-biphenyl]-3-carboxamide C(C)OC=1C=C(C=CC1C=1NC(C2=C(N1)NN=N2)=O)C2=CC(=CC=C2)C(=O)N